C1(=C2N(C=N1)CCC2)C(C(=O)OCC)N2CC1=C(C=C(C=C1C2=O)C2=CC=C(OC1CCN(CC1)C(=O)OC(C)(C)C)C=C2)F tert-butyl 4-(4-(2-(1-(6,7-dihydro-5H-pyrrolo[1,2-c]imidazol-1-yl)-2-ethoxy-2-oxoethyl)-7-fluoro-3-oxoisoindolin-5-yl)phenoxy)piperidine-1-carboxylate